(R)-(6-Fluoro-1H-indol-3-yl)(4-(1-methoxypropyl)thiazol-2-yl)methanone FC1=CC=C2C(=CNC2=C1)C(=O)C=1SC=C(N1)[C@@H](CC)OC